C(C)(C)(C)OC(=O)C(C)(C)C1=CC(=CC=C1)Br (2-(3-bromophenyl)propane-2-yl)carboxylic acid tert-butyl ester